(2R,3S)-1-benzoyl-2-methylpyrrolidin-3-yl 4-nitrobenzoate [N+](=O)([O-])C1=CC=C(C(=O)O[C@@H]2[C@H](N(CC2)C(C2=CC=CC=C2)=O)C)C=C1